NCCOP(O)(=O)OC[C@@H](COC(CCCCCCC\C=C/CCCCCC)=O)OC(CCCCCCCCC\C=C/CCCCCC)=O (2-aminoethoxy)[(2R)-3-[(9Z)-hexadec-9-enoyloxy]-2-[(11Z)-octadec-11-enoyloxy]propoxy]phosphinic acid